C1(CC1)CN[C@H]1CN(CCC1)C1=CC(N(C=C1)C(C)N1N=NC(=C1)C1=NC(=CN=C1)N1CC(CC1)(F)F)=O 4-((R)-3-((cyclopropylmethyl)amino)piperidin-1-yl)-1-(1-(4-(6-(3,3-difluoropyrrolidin-1-yl)pyrazin-2-yl)-1H-1,2,3-triazol-1-yl)ethyl)pyridin-2(1H)-one